(S)-7-isopropyl-4,8-dimethyl-2-(((1-(3,4,5-trifluorobenzyl)-1H-pyrazol-4-yl)methyl)amino)-7,8-dihydropteridin-6(5H)-one C(C)(C)[C@H]1C(NC=2C(=NC(=NC2N1C)NCC=1C=NN(C1)CC1=CC(=C(C(=C1)F)F)F)C)=O